C1(CC1)C1=CC(=NC=C1)NC(C1=CC(=CC=C1)OC)=O N-(4-cyclopropylpyridin-2-yl)-3-methoxy-benzamid